OC1=C(C=C(COC2=C(C=C(C=O)C=C2)OC)C=C1)OC 4-((4-hydroxy-3-methoxybenzyl)oxy)-3-methoxybenzaldehyde